N-[(1R)-1-(4-Fluorophenyl)ethyl]-6-(naphthalen-2-yl)-4-oxo-3-(trifluoromethyl)-4,5-dihydropyrazolo[1,5-a]pyrazine-2-carboxamide FC1=CC=C(C=C1)[C@@H](C)NC(=O)C1=NN2C(C(NC(=C2)C2=CC3=CC=CC=C3C=C2)=O)=C1C(F)(F)F